(6-chloro-5-methoxy-pyrimidin-4-yl)-2-oxa-5-azabicyclo[2.2.2]octane ClC1=C(C(=NC=N1)C12OCC(NC1)CC2)OC